N-(1-Adamantylmethyl)-6-[4-[[3-(5-hydroxypyridin-3-yl)-5-(trifluoromethoxy)phenyl]methyl]piperazin-1-yl]pyridazine-3-carboxamide C12(CC3CC(CC(C1)C3)C2)CNC(=O)C=2N=NC(=CC2)N2CCN(CC2)CC2=CC(=CC(=C2)OC(F)(F)F)C=2C=NC=C(C2)O